Syn-5'-((R)-5-formyl-2,4-dimethoxyphenyl)-4,4'',6,6''-tetramethoxy-2',4',6'-trimethyl-[1,1':3',1''-terphenyl]-3,3''-dicarbaldehyde C(=O)C=1C(=CC(=C(C1)C=1C(=C(C(=C(C1C)C1=CC(=C(C=C1OC)OC)C=O)C)C1=CC(=C(C=C1OC)OC)C=O)C)OC)OC